(R)-2-amino-4-((1-hydroxy-2-methylhexan-2-yl)amino)-6-(4-(piperazine-1-carbonyl)benzyl)pyrido[4,3-d]pyrimidin-5(6H)-one praseodymium glycerate C(C(O)CO)(=O)[O-].[Pr+3].NC=1N=C(C2=C(N1)C=CN(C2=O)CC2=CC=C(C=C2)C(=O)N2CCNCC2)N[C@@](CO)(CCCC)C.C(C(O)CO)(=O)[O-].C(C(O)CO)(=O)[O-]